C(C1=CC=CC=C1)N1CC2(CC1)CCC(CC2)N[C@H](CCCCN)C(=O)N2[C@@H](CN(CC2)C=2O[C@H]([C@@H](N2)C)C2=CC=CC=C2)C(=O)NCC=2SC=CC2 (2S)-1-[N2-(2-benzyl-2-azaspiro[4.5]dec-8-yl)-D-lysyl]-4-[(4S,5S)-4-methyl-5-phenyl-4,5-dihydro-1,3-oxazol-2-yl]-N-(thiophen-2-ylmethyl)piperazine-2-carboxamide